5-[3-[[(4S)-1-[[3-(2-aminoethylamino)phenyl]methylsulfonyl]-2,2-dimethyl-4-piperidyl]amino]phenyl]-3-(carboxymethoxy)-4-chloro-thiophene-2-carboxylic acid NCCNC=1C=C(C=CC1)CS(=O)(=O)N1C(C[C@H](CC1)NC=1C=C(C=CC1)C1=C(C(=C(S1)C(=O)O)OCC(=O)O)Cl)(C)C